BrC=1C=C2C(=NN(C(C2=CC1)=O)CC(=O)NC1=NC=C(C=N1)F)OC1(CCC1)C 2-[6-bromo-4-(3-cis-methylcyclobutoxy)-1-oxo-phthalazin-2-yl]-N-(5-fluoropyrimidin-2-yl)acetamide